NCC=1C=C(C=CC1)C=1C=C(C2=C(C(=CO2)COC2=C(C=CC=C2)C(C(=O)OCC)C)C1)NCC1CCCC1 ethyl 2-(2-((5-(3-(aminomethyl)phenyl)-7-((cyclopentylmethyl)amino)benzofuran-3-yl)methoxy)phenyl)propanoate